6-(4-(((2-fluorophenyl)amino)methyl)-2-(6-methylpyridin-2-yl)-1H-imidazol-1-yl)imidazo[1,2-b]Pyridazine-3-carbonitrile FC1=C(C=CC=C1)NCC=1N=C(N(C1)C=1C=CC=2N(N1)C(=CN2)C#N)C2=NC(=CC=C2)C